tert-butyl 6-[4-[2-[1-(6,7-dihydro-5H-pyrrolo[1,2-c]imidazol-1-yl)-2-oxo-2-(thiazol-2-ylamino) ethyl]-4-fluoro-indazol-6-yl] phenyl]-2,6-diazaspiro[3.3]heptane-2-carboxylate C1(=C2N(C=N1)CCC2)C(C(NC=2SC=CN2)=O)N2N=C1C=C(C=C(C1=C2)F)C2=CC=C(C=C2)N2CC1(CN(C1)C(=O)OC(C)(C)C)C2